CC=1C(=NNC1C=O)C(F)(F)F 4-methyl-3-(trifluoromethyl)-1H-pyrazole-5-carbaldehyde